2,2'-azobis[2-methyl-N-(1,1-bis(hydroxymethyl)ethyl)propionamide] N(=NC(C(=O)NC(C)(CO)CO)(C)C)C(C(=O)NC(C)(CO)CO)(C)C